2-[2-[6,7-Dichloro-10-(1H-pyrazol-4-yl)-3,4-dihydro-1H-pyrazino[1,2-a]indol-2-yl]-2-oxo-ethoxy]-N-ethyl-acetamide ClC1=C(C=CC=2C(=C3N(C12)CCN(C3)C(COCC(=O)NCC)=O)C=3C=NNC3)Cl